N6-((Benzyloxy)Carbonyl)-N2-(2-Bromoacetyl)-L-Lysine Tert-Butyl Ester C(C)(C)(C)OC([C@@H](NC(CBr)=O)CCCCNC(=O)OCC1=CC=CC=C1)=O